3-(4-(tert-butyl)benzyl)thiazolidine C(C)(C)(C)C1=CC=C(CN2CSCC2)C=C1